C1(=CC(=CC=C1)C1=NC(=NC(=N1)Cl)C=1C=CC2=C(OC3=C2C=CC=C3)C1)C1=CC=CC=C1 2-([1,1'-biphenyl]-3-yl)-4-chloro-6-(dibenzo[b,d]furan-3-yl)-1,3,5-triazine